(E)-1-methyl-2-(2-(2-phenyl-1,3-dithian-2-yl)vinyl)-pyrrole CN1C(=CC=C1)\C=C\C1(SCCCS1)C1=CC=CC=C1